[6-(3-cyclopropyl-1,2,4-triazol-1-yl)-2-azaspiro[3.3]heptan-2-yl]-[6-(3,5-difluorobenzyl)-2,6-diazaspiro[3.3]heptan-2-yl]methanone C1(CC1)C1=NN(C=N1)C1CC2(CN(C2)C(=O)N2CC3(C2)CN(C3)CC3=CC(=CC(=C3)F)F)C1